[Li].C1=CC(=C2C(=CC=C3C4=CC=C(C=5C(=CC=C(C1=C23)C45)C(=O)O)C(=O)O)C(=O)O)C(=O)O perylene-3,4,9,10-tetracarboxylic acid lithium